(Z)-3-(3-((2-(aminomethyl)-3-fluoroallyl)oxy)benzyl)-2-thioxo-1,2,3,7-tetrahydro-6H-purin-6-one NC/C(/COC=1C=C(CN2C(NC(C=3NC=NC23)=O)=S)C=CC1)=C/F